4-(2,3,5-trimethylphenoxy)phenylhydrazine hydrochloride Cl.CC1=C(OC2=CC=C(C=C2)NN)C=C(C=C1C)C